N-(5-(4-chloro-2-(1-cyclopropylethyl)-3-oxo-2,3-dihydro-1H-pyrrolo[3,4-c]Pyridin-6-yl)-4-methylthiazol-2-yl)acetamide ClC1=NC(=CC2=C1C(N(C2)C(C)C2CC2)=O)C2=C(N=C(S2)NC(C)=O)C